N,N-bis-(3-butoxy-2-hydroxypropyl)hydroxylamine C(CCC)OCC(CN(O)CC(COCCCC)O)O